(S)-1-(3'-methoxy-[1,1'-biphenyl]-4-yl)ethan-1-amine COC=1C=C(C=CC1)C1=CC=C(C=C1)[C@H](C)N